ClC=1C=C(C=CC1)C1=C(N=CC(=N1)CC=1C=CC=NC1)OC 5-{[6-(3-Chlorophenyl)-5-methoxypyrazin-2-yl]methyl}pyridine